N,N-dibenzyl-1-(2,6-dimethoxyphenyl)-2-(6-ethoxypyridin-2-yl)-1H-imidazo[4,5-b]pyrazin-6-amine C(C1=CC=CC=C1)N(C1=CN=C2C(=N1)N(C(=N2)C2=NC(=CC=C2)OCC)C2=C(C=CC=C2OC)OC)CC2=CC=CC=C2